[Pb+2].C([O-])([O-])=O.[Cu+].[Pb+2] lead cuprous carbonate lead